7-(2-methylsulfonyloxybutylamino)-1H-pyrrolo[2,3-c]pyridine-2-carboxylic acid ethyl ester C(C)OC(=O)C1=CC=2C(=C(N=CC2)NCC(CC)OS(=O)(=O)C)N1